3-(perfluorophenyl)thiourea FC1=C(C(=C(C(=C1F)F)F)F)NC(N)=S